2-chloro-4-phenyl-6-(6-phenyldibenzo[b,d]furan-4-yl)-1,3,5-triazine ClC1=NC(=NC(=N1)C1=CC=CC=C1)C1=CC=CC2=C1OC1=C2C=CC=C1C1=CC=CC=C1